(5-chlorosalicyloyl)aminooctanoic acid ClC1=CC=C(C(C(=O)NC(C(=O)O)CCCCCC)=C1)O